[Ni].[Co].[Ni] nickel-cobalt nickel